racemic-2-allyl-1-(7-hydroxy-6,7-dihydro-5H-cyclopenta[b]pyridin-2-yl)-6-(4-(4-methylpiperazin-1-yl)phenylamino)-1H-pyrazolo[3,4-d]pyrimidin-3(2H)-one C(C=C)N1N(C2=NC(=NC=C2C1=O)NC1=CC=C(C=C1)N1CCN(CC1)C)C1=CC=C2C(=N1)[C@@H](CC2)O |r|